CC=1C=CC(=NC1)NNC(=O)C1[C@H]2CN(C[C@@H]12)C(=O)OC(C)(C)C tert-butyl (1R,5S,6r)-6-{[2-(5-methyl-2-pyridinyl) hydrazino] carbonyl}-3-azabicyclo[3.1.0]hexane-3-carboxylate